FC1(CC(C1)[C@@H](C)NC(C1=CN=CC(=C1N1C[C@@]2(CC[C@@H](N2)C)CC1)C1=CC(=CC(=C1)F)F)=O)F N-[(R)-1-(3,3-difluorocyclobutyl)ethyl]-4-{(2S,5R)-2-methyl-1,7-diaza-7-spiro[4.4]nonyl}-5-(3,5-difluorophenyl)nicotinamide